CC1=C(C=C(C=N1)NC(C1=NC=CC(=C1)[C@@H](C(F)(F)F)O)=O)C=1C=NC2=CC(=NC=C2C1)NC (S)-N-(6-methyl-5-(7-(methylamino)-1,6-naphthyridin-3-yl)pyridin-3-yl)-4-(2,2,2-trifluoro-1-hydroxyethyl)picolinamide